3,5-difluoro-2,4,6-trimethylbenzyl (1R)-trans-3-(2-methyl-1-propenyl)-2,2-dimethylcyclopropanecarboxylate CC(=C[C@H]1C([C@@H]1C(=O)OCC1=C(C(=C(C(=C1C)F)C)F)C)(C)C)C